FC1=C(C=C(C=C1C(F)(F)F)[N+](=O)[O-])CCC(=O)OCC ethyl 3-[2-fluoro-5-nitro-3-(trifluoromethyl)phenyl]propanoate